Cl.C(N[C@@H]1COC2=C1C=CC(=C2)C(F)(F)F)([2H])([2H])[2H] (S)-N-(methyl-d3)-6-(trifluoromethyl)-2,3-dihydrobenzofuran-3-amine hydrochloride